C(C1=CC=CC=C1)N1[C@]2(N(C(N(C1=O)CC1=CC=CC=C1)=O)[C@@H](C(N1[C@@H]2CC[C@H]1CNCC1=CC2=CC=CC=C2C=C1)=O)CC1=CC=CC=C1)O (6R,9S,11aR,11bR)-1,3,6-tribenzyl-11b-hydroxy-9-(((naphthalen-2-ylmethyl)amino)methyl)hexahydro-2H-pyrrolo[2',1':3,4]pyrazino[1,2-a][1,3,5]triazine-2,4,7(3H,6H)-trione